3-[(3S,4S)-3-hydroxypiperidin-4-yl]thieno[3,2-d]pyrimidin-4-one O[C@H]1CNCC[C@@H]1N1C=NC2=C(C1=O)SC=C2